(2S,3R)-benzyl 2-((((9H-fluoren-9-yl)methoxy)carbonyl) amino)-3-(naphthalene-1-yl)butanoate C1=CC=CC=2C3=CC=CC=C3C(C12)COC(=O)N[C@H](C(=O)OCC1=CC=CC=C1)[C@H](C)C1=CC=CC2=CC=CC=C12